4-amino-2-(2-methoxyethyl)-1H-imidazo[4,5-c]quinolin NC1=NC=2C=CC=CC2C2=C1N=C(N2)CCOC